2-(3-phosphono-1-methylguanidino)-propionic acid P(=O)(O)(O)NC(N(C)C(C(=O)O)C)=N